C(CCCCCCCCCCCCCCCCCCCCCCCCCCCCC)(=O)[O-].[In+3].C(CCCCCCCCCCCCCCCCCCCCCCCCCCCCC)(=O)[O-].C(CCCCCCCCCCCCCCCCCCCCCCCCCCCCC)(=O)[O-] indium triacontanoate